NC=1C(=CC(=C(C#N)C1)Cl)N1CCCCC1 5-amino-2-chloro-4-(piperidin-1-yl)benzonitrile